NC1=CC(=C(C=C1)C=1N=C(N2C1SC=C2)C2=CC=C(C#N)C=C2)F 4-(7-(4-amino-2-fluorophenyl)imidazo[5,1-b]thiazol-5-yl)benzonitrile